ClC1=CC(=CC(=N1)OC(C#N)C(C)C)C1(COC1)CC1=NN=CN1C 2-[(6-chloro-4-{3-[(4-methyl-1,2,4-triazol-3-yl)methyl]oxetan-3-yl}pyridin-2-yl)oxy]-3-methylbutanenitrile